6-fluorohexahydro-3H-pyrrolizin-3-one FC1CN2C(CCC2C1)=O